FC1=CC=C(C=C1)S(=O)(=O)N1CCC=C(C1)C1=CC(=CC=C1)OC 1-((4-fluorophenyl)sulfonyl)-5-(3-methoxyphenyl)-1,2,3,6-tetrahydropyridine